BrC=1C=C2C(=NC(=NC2=CC1F)N1CCC(CC1)NC(OC(C)(C)C)=O)C1=CC(=C(C=C1)C#N)F Tert-butyl (1-(6-bromo-4-(4-cyano-3-fluorophenyl)-7-fluoroquinazolin-2-yl)piperidin-4-yl)carbamate